1-(bromomethyl)-3-ethoxybenzene BrCC1=CC(=CC=C1)OCC